3-glycidoxypropyl-tris(2-methoxyethoxy)silane C(C1CO1)OCCC[Si](OCCOC)(OCCOC)OCCOC